ClC1=C(C=CC(=C1)Cl)[C@@H](C)OC=1C=2C(N=C(C1)N1CC(C1)[C@@H]1CN(CCC1)C1CC(C1)(C(=O)O)C)=NON2 (1R,3r)-3-((R)-3-(1-(7-((R)-1-(2,4-dichlorophenyl)ethoxy)-[1,2,5]oxadiazolo[3,4-b]pyridin-5-yl)azetidin-3-yl)piperidin-1-yl)-1-methylcyclobutane-1-carboxylic acid